6,6-difluorospiro[3.3]heptane-2-carbaldehyde FC1(CC2(CC(C2)C=O)C1)F